(tert-butoxy)diphenoxysilicon C(C)(C)(C)O[Si](OC1=CC=CC=C1)OC1=CC=CC=C1